tert-Butyl (2-(2-(2-bromo-4-(cyclopropylmethyl)-4H-thieno[3,2-b]pyrrol-5-yl)-7-methoxy-1-methyl-1H-benzo[d]imidazole-5-carbonyl)-2-azabicyclo[2.2.1]heptan-7-yl)carbamate BrC1=CC=2N(C(=CC2S1)C1=NC2=C(N1C)C(=CC(=C2)C(=O)N2C1CCC(C2)C1NC(OC(C)(C)C)=O)OC)CC1CC1